C(C=C)C=1C(=C(C=CC1)O)C(=O)C=C allyl-acryl-phenol